FC(C(=O)O)(F)F.O1C=NC2=C1C=CC(=C2)N benzo[d]oxazol-5-amine trifluoroacetate